2-[4-[[4-[cyclopropyl-[[4-(trifluoromethyl)phenyl]methyl]amino]pyrrolo[2,3-d]pyrimidin-7-yl]methyl]phenyl]acetamide C1(CC1)N(C=1C2=C(N=CN1)N(C=C2)CC2=CC=C(C=C2)CC(=O)N)CC2=CC=C(C=C2)C(F)(F)F